NC=1C(=CC(=C(C1)NC1=NC=C(C(=N1)N1CC(C2=CC=CC=C12)(C)C)C(=O)OC(C)C)OC)N1[C@H](C[C@@H](C1)F)CN(C)C isopropyl 2-((5-amino-4-((2R,4S)-2-((dimethylamino)methyl)-4-fluoro pyrrolidin-1-yl)-2-methoxyphenyl)amino)-4-(3,3-dimethylindolin-1-yl)pyrimidine-5-carboxylate